N1N=CC=C1CN1N=CC2=C(C1=O)N(C1=C2C=CC(=N1)CC1=NC(=CC=C1)C)C 7-((1H-pyrazol-5-yl)methyl)-9-methyl-2-((6-methylpyridin-2-yl)methyl)-7,9-dihydro-8H-pyrido[3',2':4,5]pyrrolo[2,3-d]pyridazin-8-one